2-Ethynyl-N-(3-nitrobenzyl)thiazole-4-carboxamide C(#C)C=1SC=C(N1)C(=O)NCC1=CC(=CC=C1)[N+](=O)[O-]